N1(CCNCC1)C1=CC=C2C=NC(=NC2=C1)N 7-(piperazin-1-yl)quinazolin-2-amine